9-fluoro-15-methyl-2,11,17,20,21,24-hexaazapentacyclo[16.5.2.02,6.07,12.021,25]pentacosane-1(24),7,9,11,18(25),19,22-heptaene-16-one FC=1C=C2C3CCCN3C=3C=CN4N=CC(NC(C(CCC2=NC1)C)=O)=C4N3